C1(CC1)C=1C=C(C#N)C=CC1OC1=NC=C(C=C1)N1C(N[C@](C1=O)(C)CC)=O 3-cyclopropyl-4-({5-[(4R)-4-ethyl-4-methyl-2,5-dioxo-1-imidazolidinyl]-2-pyridinyl}oxy)benzonitrile